Tetrabutylammonium (2R,5R)-2-chloro-7-oxo-1,6-diazabicyclo[3.2.1]octan-6-yl-sulphate Cl[C@H]1N2C(N([C@H](CC1)C2)OS(=O)(=O)[O-])=O.C(CCC)[N+](CCCC)(CCCC)CCCC